1-(4-bromopyridin-2-yl)ethan-1-one BrC1=CC(=NC=C1)C(C)=O